4-chloro-6-[[3-(3-hydroxy-3-methyl-butyl)-1-methyl-2-oxo-benzimidazol-5-yl]amino]-pyrimidine-5-carbonitrile ClC1=NC=NC(=C1C#N)NC1=CC2=C(N(C(N2CCC(C)(C)O)=O)C)C=C1